BrC1=C(C=C2C(=NC(=NC2=C1F)F)N1C[C@H](N(C[C@@H]1C)C(=O)OC(C)(C)C)C)C(F)(F)F tert-butyl (2R,5S)-4-[7-bromo-2,8-difluoro-6-(trifluoromethyl) quinazolin-4-yl]-2,5-dimethyl-piperazine-1-carboxylate